FC=1C=C2C(N(N=C(C2=CC1F)[C@H](C)N(C(=O)NC1=CC=C(C=C1)F)C)C)=O (S)-1-(1-(6,7-Difluoro-3-methyl-4-oxo-3,4-dihydrophthalazin-1-yl)ethyl)-3-(4-fluorophenyl)-1-methylurea